2-thiopheneglyoxylic acid S1C(=CC=C1)C(C(=O)O)=O